C1(CC1)CN1CC(N(CC1)N1CSC2=C1C(=C(N2)C=2C(=C(C=1N(C2)N=CN1)C)C)C(C)C)C 1-(4-(cyclopropylmethyl)-2-methylpiperazin-1-yl)-5-(7,8-dimethyl-[1,2,4]triazolo[1,5-a]pyridin-6-yl)-6-isopropyl-4H-pyrrolo[3,2-d]thiazole